4-cyanophenyl-guanidinoacetic acid C(#N)C1=CC=C(C=C1)C(C(=O)O)NC(=N)N